C(C)(C)(C)OC(=O)NC1CCC(CC1)N(C1=NC=CC(=N1)OC1=CC(=NN1C(=O)OC(C)(C)C)C1CCCC1)C tert-butyl 5-((2-(((1R,4R)-4-((tert-butoxycarbonyl)amino) cyclohexyl) (methyl)amino)pyrimidin-4-yl)oxy)-3-cyclopentyl-1H-pyrazole-1-carboxylate